(2R,4S)-tert-butyl 4-((tert-butyldimethylsilyl)oxy)-2-(methoxy(methyl)carbamoyl)-pyrrolidine-1-carboxylate [Si](C)(C)(C(C)(C)C)O[C@H]1C[C@@H](N(C1)C(=O)OC(C)(C)C)C(N(C)OC)=O